3-(CYCLOHEXYLSULFANYL)PROPANAL C1(CCCCC1)SCCC=O